FC(C1=CC=C(C=C1)C1=NC=CC=C1)(F)F 2-[4-(trifluoromethyl)phenyl]Pyridine